pyridine-2-acetic acid tert-butyl ester C(C)(C)(C)OC(CC1=NC=CC=C1)=O